3-(N-(4-chloro-2-(3,3-difluorocyclobutoxy)-5-(5-methylisoxazol-4-yl)phenyl)sulfamoyl)-4-cyclopropylbenzoic acid ClC1=CC(=C(C=C1C=1C=NOC1C)NS(=O)(=O)C=1C=C(C(=O)O)C=CC1C1CC1)OC1CC(C1)(F)F